NC1=NOC2=C1C=C(C=C2)[N+](=O)[O-] 3-amino-5-nitro-1,2-benzisoxazole